Phosphothionat P(=O)(=O)S(=O)[O-]